FC=1C=C2C(=CNC2=C(C1)F)NC1=NC2=C(N1NC)C=CC(=C2)C(F)(F)F N2-(5,7-difluoro-1H-indol-3-yl)-N1-methyl-5-(trifluoromethyl)-1H-benzo[d]imidazole-1,2-diamine